(S)-N-(2-(8-(2,2-dimethyl-3-((methylsulfonyl)methyl)azetidin-1-yl)-3-((2-(4-methoxypiperidin-1-yl)pyrimidin-4-yl)amino)isoquinolin-5-yl)propan-2-yl)acrylamide CC1(N(C[C@@H]1CS(=O)(=O)C)C=1C=CC(=C2C=C(N=CC12)NC1=NC(=NC=C1)N1CCC(CC1)OC)C(C)(C)NC(C=C)=O)C